N1C=CC=2C1=NC=C(C2)C2=CC=C(C(=O)NCC(=O)N1CC3(OCCO3)C[C@H]1C(=O)NCC=1SC=C(C1)C(N)=N)C=C2 (S)-7-((4-(1H-pyrrolo[2,3-b]pyridin-5-yl)benzoyl)glycyl)-N-((4-carbamimidoylthiophen-2-yl)methyl)-1,4-dioxa-7-azaspiro[4.4]nonane-8-carboxamide